[2H]CN1N=NN=C1C(C1=CC=CC=C1)N1CCNCC1 ((1-deuteromethyl-1H-tetrazol-5-yl)(phenyl)methyl)piperazine